methyl (S)-5-(2-aminoquinolin-3-yl)-2-((tert-butoxycarbonyl)amino)pent-4-ynoate NC1=NC2=CC=CC=C2C=C1C#CC[C@@H](C(=O)OC)NC(=O)OC(C)(C)C